1-cinnamoyl-indoline-2-carboxylic acid C(C=CC1=CC=CC=C1)(=O)N1C(CC2=CC=CC=C12)C(=O)O